2-((2-(((3-(diethylamino)propoxy)carbonyl)oxy)tetradecanoyl)oxy)propane-1,3-diyl dioctanoate C(CCCCCCC)(=O)OCC(COC(CCCCCCC)=O)OC(C(CCCCCCCCCCCC)OC(=O)OCCCN(CC)CC)=O